COC(=O)C1=C(C2=NC=CC(=C2S1)C1=C(C(=CC(=C1)F)F)F)C(=C)C 3-(prop-1-en-2-yl)-7-(2,3,5-trifluorophenyl)thieno[3,2-b]Pyridine-2-carboxylic acid methyl ester